C(CCCCC)C1=CC=C(S1)C=1SC(=CC1)C=1SC(=CC1)C=1SC(=CC1)C=1SC(=CC1)C=1SC(=CC1)CCCCCC 5,5'''''-Dihexyl-2,2':5',2'':5'',2''':5''',2'''':5'''',2'''''-sexithiophene